ethyl 4-(4,4,5,5-tetramethyl-1,3,2-dioxaborolan-2-yl)-3,6-dihydro-2H-pyridine-1,5-dicarboxylate CC1(OB(OC1(C)C)C=1CCN(CC1C(=O)[O-])C(=O)OCC)C